C(C)OC(\C=C\C1=CC(=C(C=C1)N1[C@@H]2C[C@H]([C@H](C1)C2)OCC2=C(C=NN2C2=C(C=CC=C2F)F)C2CC2)F)=O (2E)-3-[4-[(1S,4S,5R)-5-[[4-cyclopropyl-1-(2,6-difluorophenyl)-1H-pyrazol-5-yl]methoxy]-2-azabicyclo[2.2.1]heptan-2-yl]-3-fluorophenyl]prop-2-enoic acid ethyl ester